FC=1C=C(C=CC1OC1COCC1)NC(=O)C=1N=C(OC1CC(F)(F)F)N1CCCC1 N-[3-fluoro-4-(oxolan-3-yloxy)phenyl]-2-(pyrrolidin-1-yl)-5-(2,2,2-trifluoroethyl)oxazol-4-carboxamide